S(=O)(=O)(ON1C2C=C(CN(C1=O)C2)N2N=C(C=C2)C(NOCC(=O)N)=O)[O-].[Na+] sodium [3-[3-[(2-amino-2-oxo-ethoxy)carbamoyl]pyrazol-1-yl]-7-oxo-1,6-diazabicyclo[3.2.1]oct-3-en-6-yl] sulfate